Morpholine 8-(2-hydroxybenzoamido)octanoic acid salt OC1=C(C(=O)NCCCCCCCC(=O)O)C=CC=C1.N1CCOCC1